N-[4-(2-Diethylamino-ethyl)-phenyl]-4-methyl-3-(4-pyridin-3-yl-pyrimidin-2-ylamino)-benzamide C(C)N(CCC1=CC=C(C=C1)NC(C1=CC(=C(C=C1)C)NC1=NC=CC(=N1)C=1C=NC=CC1)=O)CC